CSC1=NN=C(O1)CCN(C(CCCC(=O)O)=O)CCC=1OC(=NN1)SC 5-(bis(2-(5-methylsulfanyl-2-1,3,4-oxadiazolyl)ethyl)amino)-5-oxopentanoic acid